C[Si](OC1=CC=CC=C1)(OC1=CC=CC=C1)C1=CC=CC2=CC=CC=C12 methyl-(naphthyl)diphenoxysilane